O[C@@H]1OC(C=C1[C@H]1[C@@H](C1)C(F)(F)F)=O |&1:1,o1:6,7| rac-2-hydroxy-3-[(1R*,2R*)-2-(trifluoromethyl)cyclopropyl]-2H-furan-5-one